FC=1C(=CC=C2C=CC(=NC12)C1=CC=CC=C1)C1=NN2C(NC(CC23CCC3)=O)=C1C(=O)N 2'-(8-Fluoro-2-phenylquinolin-7-yl)-5'-oxo-5',6'-dihydro-4'H-spiro[cyclobutane-1,7'-pyrazolo[1,5-a]pyrimidine]-3'-carboxamide